thieno[2,3-e]1,2-thiazine S1NC=CC2=C1C=CS2